N,N-dimethylbutylammonium bisulphate S([O-])(O)(=O)=O.C[NH+](C)CCCC